5-methoxy-α,α-dideutero-N,N-dimethyltryptamine COC1=CC=C2NC=C(CC(N(C)C)([2H])[2H])C2=C1